4-((5-(3-(2-methoxyethyl)-2-methyl-3H-imidazo[4,5-b]pyridin-5-yl)pyrrolo[2,1-f][1,2,4]triazin-2-yl)amino)cyclohexane-1-ol COCCN1C(=NC=2C1=NC(=CC2)C=2C=CN1N=C(N=CC12)NC1CCC(CC1)O)C